3-amino-N-(2-(1-(4-((6-amino-2-butoxy-8-oxo-7H-purin-9(8H)-yl)methyl)benzyl)piperidin-4-yl)ethyl)propenamide NC=CC(=O)NCCC1CCN(CC1)CC1=CC=C(C=C1)CN1C2=NC(=NC(=C2NC1=O)N)OCCCC